ClC=1C=CC(=C(C1)C1=NNC=C1C1=NC2=CC(=CN=C2C=C1)C=1N=C(N2C1CNCC2)C(F)(F)F)F 2-[3-(5-chloro-2-fluoro-phenyl)-1H-pyrazol-4-yl]-7-[3-(trifluoromethyl)-5,6,7,8-tetrahydroimidazo[1,5-a]pyrazin-1-yl]-1,5-naphthyridine